C1(=CC=CC=C1)C1=NNC(C1)C=1C=C2N=CC=NC2=CC1 6-(3-phenyl-4,5-dihydro-1H-pyrazol-5-yl)quinoxaline